2-hydroxy-4-methoxy-2'-carboxystearyl-hydroxybenzophenone OC1=C(C(=O)C2=C(C=CC=C2)CCCCCCCCCCCCCCCCCCC(=O)O)C=CC(=C1O)OC